ClC=1C=C(C=CC1)C1=CN=C(O1)CSC1=NC(=NC(=N1)CF)N 4-([5-(3-Chlorophenyl)-1,3-oxazol-2-yl]methylsulfanyl)-6-(fluoromethyl)-1,3,5-triazin-2-amine